{8-[(5-chloro-2-fluorophenyl)sulfonyl]-3,8-diazabicyclo[3.2.1]oct-3-yl}(1H-1,2,3-triazol-5-yl)methanone ClC=1C=CC(=C(C1)S(=O)(=O)N1C2CN(CC1CC2)C(=O)C2=CN=NN2)F